ClC1=CC=C(C=C1)N1N=C(C(C=C1C)=O)C(=O)NC1CCC2=C(NC1=O)C=CC=C2 1-(4-chlorophenyl)-6-methyl-4-oxo-N-(2-oxo-2,3,4,5-tetrahydro-1H-benzo[b]azepin-3-yl)-1,4-dihydro-pyridazine-3-carboxamide